C(C)(C)(C)OOCC(C)O β-hydroxypropyl tert-butyl peroxide